COCCNC(=O)C1C(N(C(C2=CC=CC=C12)=O)CC1=CC=C(C=C1)Cl)C=1SC(=CC1)Cl 2-(4-Chloro-benzyl)-3-(5-chloro-thiophen-2-yl)-1-oxo-1,2,3,4-tetrahydro-isoquinoline-4-carboxylic acid (2-methoxy-ethyl)-amide